OC1=C(C=C(C=C1)C=1SC=CC1)NC(C1=CC=C(C=C1)S(=O)(=N)C)=O N-[2-hydroxy-5-(2-thienyl)phenyl]-4-(methylsulfonimidoyl)benzamide